N-(benzofuran-5-yl)-1-(4-(1-(tetrahydro-2H-Pyran-2-yl)-1H-pyrazol-4-yl)phenyl)piperidine-4-carboxamide O1C=CC2=C1C=CC(=C2)NC(=O)C2CCN(CC2)C2=CC=C(C=C2)C=2C=NN(C2)C2OCCCC2